C1(CCCCCCC1)C1=NNC=C1CC(CNC)NC 1-((3-cyclooctyl-1H-pyrazol-4-yl)methyl)-N1,N2-dimethylethane-1,2-diamine